CC(CCCCN)N methyl-1,5-pentanediamine